[Si](C)(C)(C(C)(C)C)OCC1C(COC1)O 4-(((tert-butyldimethylsilyl)oxy)methyl)tetrahydrofuran-3-ol